3-cyclopropyl-5-(difluoromethyl)benzoic acid C1(CC1)C=1C=C(C(=O)O)C=C(C1)C(F)F